(5-fluoro-2-(pyrimidin-2-yl)phenyl)((1S,4R,6R)-6-((5-(trifluoromethyl)pyrazin-2-yl)oxy)-2-azabicyclo[2.2.1]heptan-2-yl)methanone FC=1C=CC(=C(C1)C(=O)N1[C@@H]2[C@@H](C[C@H](C1)C2)OC2=NC=C(N=C2)C(F)(F)F)C2=NC=CC=N2